3-(5-(difluoromethyl)-1,3,4-thiadiazol-2-yl)-8-(4-isobutyrylpiperazin-1-yl)-N-(4-methoxybenzyl)-N-(1-(methyl-d3)cyclopropyl)imidazo[1,5-a]pyridin-6-sulfonamide FC(C1=NN=C(S1)C1=NC=C2N1C=C(C=C2N2CCN(CC2)C(C(C)C)=O)S(=O)(=O)N(C2(CC2)C([2H])([2H])[2H])CC2=CC=C(C=C2)OC)F